5-nitro-2-(2H-1,2,3-triazol-2-yl)nicotinonitrile [N+](=O)([O-])C=1C=NC(=C(C#N)C1)N1N=CC=N1